O=C1CC12C(NCC2)C(=O)O oxo-5-azaspiro[2.4]heptane-4-carboxylic acid